4,5-difluoro-phthalic anhydride FC=1C=C2C(C(=O)OC2=O)=CC1F